N-(quinolin-8-yl)cinnamamide N1=CC=CC2=CC=CC(=C12)NC(C=CC1=CC=CC=C1)=O